1-(3,5-dichloropyridin-4-yl)ethoxyl-N-(1-(2-morpholinoethyl)-1H-pyrazol-4-yl)-1H-indazole-3-carboxamide ClC=1C=NC=C(C1C(ON1N=C(C2=CC=CC=C12)C(=O)NC=1C=NN(C1)CCN1CCOCC1)C)Cl